FCC(CF)(C)OC=1C(=C(C=C(C1)CCCCC)O)C1C=C(CCC1C(=C)C)C 3-(1,3-Difluoro-2-methylpropan-2-yl)oxy-2-(3-methyl-6-prop-1-en-2-ylcyclohex-2-en-1-yl)-5-pentylphenol